4-methoxy-8-(3-methylbut-2-enyloxy)quinoline-2-carboxylic acid 3-methylbut-2-enyl ester CC(=CCOC(=O)C1=NC2=C(C=CC=C2C(=C1)OC)OCC=C(C)C)C